1-[3-acetyl-6-[6-[(6-methylpyridazin-3-yl)amino]benzimidazol-1-yl]-2-pyridyl]-N,5-dimethyl-pyrazole-3-carboxamide C(C)(=O)C=1C(=NC(=CC1)N1C=NC2=C1C=C(C=C2)NC=2N=NC(=CC2)C)N2N=C(C=C2C)C(=O)NC